BrC=1C(=NC=C(C1)C(F)(F)F)NC1=CC(CC(C1)(C)C)=O 3-((3-bromo-5-(trifluoromethyl)pyridin-2-yl)amino)-5,5-dimethylcyclohex-2-en-1-one